The molecule is a polyprenyl glucosyl phosphate in which a glucosyl residue is linked to a undecaprenyl group via a diphospho group. It is a conjugate acid of an alpha-D-glucosyl ditrans,polycis-undecaprenyl diphosphate(2-). CC(=CCC/C(=C/CC/C(=C/CC/C(=C\\CC/C(=C\\CC/C(=C\\CC/C(=C\\CC/C(=C\\CC/C(=C\\CC/C(=C\\CC/C(=C\\COP(=O)(O)OP(=O)(O)O[C@@H]1[C@@H]([C@H]([C@@H]([C@H](O1)CO)O)O)O)/C)/C)/C)/C)/C)/C)/C)/C)/C)/C)C